COC=1C=CC=C2C(=CC=NC12)C1CCNCC1 8-methoxy-4-(piperidin-4-yl)quinoline